N-(but-3-en-1-yl)-4-methyl-N-(5-methyl-2-(1-phenylvinyl)phenyl)benzenesulfonamide C(CC=C)N(S(=O)(=O)C1=CC=C(C=C1)C)C1=C(C=CC(=C1)C)C(=C)C1=CC=CC=C1